2-FURFURYL METHYL ETHER COCC1=CC=CO1